(R/S)-2,6,8,8-tetramethyl-4-((1-(3-(trifluoromethyl)phenyl)ethyl)amino)-6,8-dihydro-7H-pyrrolo[2,3-g]quinazolin-7-one CC1=NC2=CC3=C(C=C2C(=N1)N[C@H](C)C1=CC(=CC=C1)C(F)(F)F)N(C(C3(C)C)=O)C |r|